3-bromo-1-(3-chloropyridin-2-yl)-1H-pyrazole-5-carboxylic chloride BrC1=NN(C(=C1)C(=O)Cl)C1=NC=CC=C1Cl